C(CCC)C(C(=O)OCOC(C(S)CCCC)=O)S Methylene Bis(Butylthioglycolate)